5-[4-(3-Oxo-3-phenylprop-1-enyl)phenoxy]benzene-1,3-dicarboxylic acid O=C(C=CC1=CC=C(OC=2C=C(C=C(C2)C(=O)O)C(=O)O)C=C1)C1=CC=CC=C1